1,4-bis[1,5-dioxo-1,5-bis(2-pyridyl)pent-3-yl]Benzene O=C(CC(CC(C1=NC=CC=C1)=O)C1=CC=C(C=C1)C(CC(=O)C1=NC=CC=C1)CC(=O)C1=NC=CC=C1)C1=NC=CC=C1